6,9-dichloro-1,3,4,5-tetrahydro-2,1-benzothiazepine-2,2-dioxide ClC1=CC=C(C2=C1CCCS(N2)(=O)=O)Cl